3-cyano-4-hydroxy-5-(2-methyl-1H-benzimidazol-5-yl)benzoic acid methyl ester COC(C1=CC(=C(C(=C1)C1=CC2=C(NC(=N2)C)C=C1)O)C#N)=O